N[C@@H]1CC=CC[C@H]1C1=C(C2=NC(=CC(=C2S1)NCC=1SC=CC1)Cl)C 2-((1R,6R)-6-aminocyclohex-3-en-1-yl)-5-chloro-3-methyl-N-(thiophen-2-ylmethyl)thieno[3,2-b]pyridin-7-amine